(benzo[b]thiophen-6-yl)-N-methylpropan-2-amine S1C2=C(C=C1)C=CC(=C2)CC(C)NC